acrylic N-hydroxymethylamide OCNC(C=C)=O